Cl[Hf](C1C=CC=C1)(C1C=CC=C1)Cl dichlorobis(cyclopentadienyl)hafnium(IV)